C1(CC1)N1C[C@@H](N(CC1)C(=O)NCCCCC)C(C)C (2S)-4-cyclopropyl-2-isopropyl-N-pentylpiperazine-1-carboxamide